COC=1C=C(C=C2CCN(CC12)CCC(=O)OC)B1OC(C(O1)(C)C)(C)C methyl 3-(8-methoxy-6-(4,4,5,5-tetramethyl-1,3,2-dioxaborolan-2-yl)-3,4-dihydroisoquinolin-2(1H)-yl)propanoate